C(C)(=O)C1=NN(C2=CC=C(C=C12)C=1C=NC(=NC1)C)CC(=O)N1[C@@H](C[C@H](C1)F)C(=O)NC1=C(C(=CC=C1)Br)Cl (2S,4R)-1-(2-(3-acetyl-5-(2-methylpyrimidin-5-yl)-1H-indazol-1-yl)acetyl)-N-(3-bromo-2-chlorophenyl)-4-fluoropyrrolidine-2-carboxamide